CC1=NC=C2COC[C@H](N21)C2=CC=C(C=C2)NC(=O)N[C@@H]2COCC2 |o1:8| 1-(4-((R*)-3-methyl-5,6-dihydro-8H-imidazo[5,1-c][1,4]oxazin-5-yl)phenyl)-3-((S)-tetrahydrofuran-3-yl)urea